2-amino-5-(but-3-en-1-yloxy)-N-methylbenzamide NC1=C(C(=O)NC)C=C(C=C1)OCCC=C